3-methoxy-6-(trifluoromethyl)benzene COC=1C=CC(=CC1)C(F)(F)F